COC=1C=C2CCN(C(C2=C(C1)OC)=O)C(C)C1=CC(=CC=C1)C(F)(F)F 6,8-dimethoxy-2-[1-(3-trifluoromethyl-phenyl)ethyl]-3,4-dihydroisoquinolin-1(2H)-one